3-(difluoromethyl)-1-methyl-N-(1-(2'-(trifluoromethyl)-[2,4'-bipyridin]-5-yl)cyclopropyl)-1H-pyrazole-5-carboxamide FC(C1=NN(C(=C1)C(=O)NC1(CC1)C=1C=CC(=NC1)C1=CC(=NC=C1)C(F)(F)F)C)F